COC1=C(C(=NC=C1C)CNC1=NC2=C(N1CC1=CC=C(C=C1)OC)C=CC(=C2)C(=O)O)C 2-(((4-methoxy-3,5-dimethylpyridin-2-yl)methyl)amino)-1-(4-methoxybenzyl)-1H-benzo[d]imidazole-5-carboxylic acid